C(C)OC(NC1=C(C=C(C=C1)CNC1=CC(=C(C=C1)C(F)(F)F)F)N)=O {2-Amino-4-[(3-fluoro-4-trifluoromethylphenylamino)methyl]phenyl}carbamic acid ethyl ester